C(C(O)C(O)C(=O)[O-])(=O)O (2R,3R)-(+)-hydrogen tartarate